4-(2-fluorophenyl)-7-(4-methyl-1,3-thiazol-5-yl)-2-(2-(2-propenoyl)-2,6-diazaspiro[3.4]octan-6-yl)-1,5-naphthyridine-3-carbonitrile FC1=C(C=CC=C1)C1=C(C(=NC2=CC(=CN=C12)C1=C(N=CS1)C)N1CC2(CN(C2)C(C=C)=O)CC1)C#N